2-(methylamino)-2-phenylcyclohexanone CNC1(C(CCCC1)=O)C1=CC=CC=C1